(5'S,7a'R)-5'-(3,5-difluorophenyl)-3'-oxo-N-phenyltetrahydro-3'H-spiro[piperidine-4,2'-pyrrolo[2,1-b]oxazole]-1-carboxamide FC=1C=C(C=C(C1)F)[C@@H]1CC[C@H]2OC3(C(N21)=O)CCN(CC3)C(=O)NC3=CC=CC=C3